FC=1C=C(C=CC1)C1=CN(C2=NC=C(C=C21)C=2C(=NN(C2)C2CN(CC2)C)OC)S(=O)(=O)C2=CC=C(C)C=C2 3-(3-fluorophenyl)-5-(3-methoxy-1-(1-methylpyrrolidin-3-yl)-1H-pyrazol-4-yl)-1-tosyl-1H-pyrrolo[2,3-b]pyridine